1,1-dimethylurea hydrochloride Cl.CN(C(=O)N)C